FC1(CC=C(C=C1)O)C(CNC(C)(CCN1C=NC2=C1C=CC=C2)C)O 1-(1-fluoro-4-hydroxyphenyl)-2-[4-(1-benzimidazolyl)-2-methyl-2-butylamino]ethanol